CCCCCC(CC(=O)OCC)O ETHYL-3-HYDROXY OCTANOATE